3-fluoro-N-((1r,4r)-4-hydroxycyclohexyl)-5-((1-oxo-6-(3-(trifluoromethyl)-1H-pyrazol-4-yl)-2,7-naphthyridin-2(1H)-yl)methyl)benzamide FC=1C=C(C(=O)NC2CCC(CC2)O)C=C(C1)CN1C(C2=CN=C(C=C2C=C1)C=1C(=NNC1)C(F)(F)F)=O